(1R,5S)-3-(6-chloro-5-cyano-2-methylsulfanyl-pyrimidin-4-yl)-3,8-diazabicyclo[3.2.1]octane-8-carboxylic acid tert-butyl ester C(C)(C)(C)OC(=O)N1[C@H]2CN(C[C@@H]1CC2)C2=NC(=NC(=C2C#N)Cl)SC